5-(3-Cyanophenyl)-3-hydroxypyridine C(#N)C=1C=C(C=CC1)C=1C=C(C=NC1)O